[2-(aminomethyl)-3,3-difluoro-allyl]-4-[[3-(1,3-benzodioxol-5-yl)phenyl]methyl]-1,2,4-triazol-3-one trifluoroacetate salt FC(C(=O)O)(F)F.NCC(CC=1N(C(NN1)=O)CC1=CC(=CC=C1)C1=CC2=C(OCO2)C=C1)=C(F)F